6-Chloro-9-methyl-2-(propylsulfanyl)-9H-purine ClC1=C2N=CN(C2=NC(=N1)SCCC)C